2-(2-methyl-2H-indazol-5-yl)-7-(1,2,3,6-tetrahydropyridin-4-yl)-4H-pyrido[1,2-a]pyrimidin CN1N=C2C=CC(=CC2=C1)C=1N=C2N(CC1)C=C(C=C2)C=2CCNCC2